7-chloro-9-oxo-9H-indeno[2,1-d]pyrimidine-2-carboxamide ClC1=CC=2C(C=3N=C(N=CC3C2C=C1)C(=O)N)=O